2-piperidino-5-nitrobenzenesulfonic acid, sodium salt [Na+].N1(CCCCC1)C1=C(C=C(C=C1)[N+](=O)[O-])S(=O)(=O)[O-]